(2-(4-iodophenyl)-4,5-dihydrooxazol-4-yl)methanol IC1=CC=C(C=C1)C=1OCC(N1)CO